C(OC1=C(C=C(C(=C1)C([2H])([2H])[2H])OC([2H])([2H])[2H])C(C(C([2H])([2H])[2H])(O)[2H])([2H])[2H])([2H])([2H])[2H] 1-(2,5-bis(methoxy-d3)-4-(methyl-d3)phenyl)propan-1,1,2,3,3,3-d6-2-ol